4-hydroxy-8-(1H-pyrazol-4-yl)-3,4-dihydro-1H,6H-pyrano[4,3-b]thieno[3,2-d]pyran-6-one OC1COCC2=C1OC(C1=C2C=C(S1)C=1C=NNC1)=O